OC=1C=C(C=CC1O)C1(C2(N(CC1)C)C(NC1=CC=CC=C12)=O)C(C1=CC(=C(C=C1)OC)OC)=O (3,4-dihydroxyphenyl)-3'-(3,4-dimethoxybenzoyl)-1'-methylspiro[indoline-3,2'-pyrrolidin]-2-one